N1C(CCC1)CNC([O-])=O (pyrrolidin-2-ylmethyl)carbamate